CN(C1CN(CC1F)C=1C(=CC2=C(NC3=C(C=C(C(=C23)F)F)NC)N1)C=1C=C2C(C(=CN(C2=NC1)C)C(=O)O)=O)C 6-(4-trans-(3-(dimethylamino)-4-fluoropyrrolidin-1-yl)-5,6-difluoro-8-(methylamino)-9H-pyrido[2,3-b]indol-3-yl)-1-methyl-4-oxo-1,4-dihydro-1,8-naphthyridine-3-carboxylic acid